Ethyl (3S)-3-((tert-butoxycarbonyl)amino)-3-(4,4'-difluoro-2'-(hex-5-en-1-yl)-6,6'-dimethyl-[1,1'-biphenyl]-3-yl)propanoate C(C)(C)(C)OC(=O)N[C@@H](CC(=O)OCC)C=1C=C(C(=CC1F)C)C1=C(C=C(C=C1C)F)CCCCC=C